ClC1=C(C=CC(=C1)N1CCOCC1)[C@H]1COCCCN1C1=NC(=NC(=C1)C)N 4-[(3S)-3-(2-chloro-4-morpholino-phenyl)-1,4-oxazepan-4-yl]-6-methyl-pyrimidin-2-amine